[1-[(4-methoxyphenyl) methyl]-2,6-dioxo-3-piperidyl] trifluoromethanesulfonate FC(S(=O)(=O)OC1C(N(C(CC1)=O)CC1=CC=C(C=C1)OC)=O)(F)F